L-prolyl-L-arginine N1[C@@H](CCC1)C(=O)N[C@@H](CCCNC(N)=N)C(=O)O